tert-butyl-4-(3-((1-(difluoromethyl)-5-bromo-1H-indol-3-yl)sulfonyl)phenyl)piperazine C(C)(C)(C)N1CCN(CC1)C1=CC(=CC=C1)S(=O)(=O)C1=CN(C2=CC=C(C=C12)Br)C(F)F